4,4-dimethyl-8-(1-((2-(trimethylsilyl)ethoxy)methyl)-1H-pyrazol-4-yl)-3,4-dihydro-1H,6H-pyrano[4,3-b]thieno[3,2-d]pyran-6-one CC1(COCC2=C1OC(C1=C2C=C(S1)C=1C=NN(C1)COCC[Si](C)(C)C)=O)C